(+-)-3-(hydroxymethyl)pyrrolidine-1-carboxylic acid tert-butyl ester C(C)(C)(C)OC(=O)N1C[C@@H](CC1)CO |r|